di-tert-butyl-(2S,4R)-4-((phenylamino)methyl)pyrrolidine-1,2-dicarboxylic acid di-tert-butyl ester C(C)(C)(C)OC(=O)N1[C@](C([C@@H](C1)CNC1=CC=CC=C1)C(C)(C)C)(C(=O)OC(C)(C)C)C(C)(C)C